(S)-(3-((1-(3-chloro-6-(2-(ethyl(isopropyl)carbamoyl)-4-fluorophenoxy)-1,2,4-triazine-5-yl)pyrrolidin-3-yl)methyl)-3-azaspiro[5.5]undec-9-yl)benzyl carbamate C(N)(O[C@H](C1=CC=CC=C1)C1CCC2(CCN(CC2)CC2CN(CC2)C=2N=C(N=NC2OC2=C(C=C(C=C2)F)C(N(C(C)C)CC)=O)Cl)CC1)=O